5-((Dimethylamino)methyl)benzo[b]thiophene-7-carbonitrile CN(C)CC1=CC2=C(SC=C2)C(=C1)C#N